FC(C1=C(C=CC(=C1)C(F)(F)F)C1CCC2=C(N(C1=O)CC#CC1=CC=C(C=C1)C=1N=NC(=CC1)C)C=CC(=C2)F)(F)F 3-(2,4-bis(trifluoromethyl)phenyl)-7-fluoro-1-(3-(4-(6-methylpyridazin-3-yl)phenyl)prop-2-ynyl)-4,5-dihydro-1H-benzo[b]azepin-2(3H)-one